ClC1=C(C(N(C2=C(C=CC=C12)Cl)C)=O)C#N 4,8-dichloro-1-methyl-2-oxo-1,2-dihydroquinoline-3-carbonitrile